[C@H]12NC[C@H]([C@@H](C1)NC(OC(C)(C)C)=O)C2 tert-butyl (1R,4R,5R)-2-azabicyclo[2.2.1]heptan-5-ylcarbamate